N-tert-Butyl-4-[[2-(5-fluoro-1H-indazol-6-yl)acetyl]amino]pyridine-2-carboxamide C(C)(C)(C)NC(=O)C1=NC=CC(=C1)NC(CC1=C(C=C2C=NNC2=C1)F)=O